C(=O)(O)C(CC1=CC=C(C=C1)OCCOCCOCC)N1CCN(CCN(CCN(CC1)CC(=O)[O-])C(C(=O)[O-])CO)CC(=O)[O-].[Gd+3] gadolinium 2-{7-[1-carboxy-2-{4-[2-(2-ethoxyethoxy)ethoxy]phenyl} ethyl]-4,10-bis(carboxylatomethyl)-1,4,7,10-tetraazacyclododecan-1-yl}-3-hydroxypropanoate